1-(4-(6-(benzyloxy)-2-(4,4-dimethylcyclohex-1-en-1-yl)-3,4-dihydronaphthalen-1-yl)phenyl)-4-(dimethoxymethyl)piperidine C(C1=CC=CC=C1)OC=1C=C2CCC(=C(C2=CC1)C1=CC=C(C=C1)N1CCC(CC1)C(OC)OC)C1=CCC(CC1)(C)C